2-(((1R)-1-(2-(6-(4-cyanophenyl)-3,6-diazabicyclo[3.1.1]heptan-3-yl)-3,7-dimethyl-4-oxo-4H-pyrido[1,2-a]pyrimidin-9-yl)ethyl)amino)benzoic acid C(#N)C1=CC=C(C=C1)N1C2CN(CC1C2)C=2N=C1N(C(C2C)=O)C=C(C=C1[C@@H](C)NC1=C(C(=O)O)C=CC=C1)C